ClC=1N=C(N=NC1C#N)N1CC(CCC1)N1C(N(CC1)C1CC1)=O 5-chloro-3-(3-(3-cyclopropyl-2-oxoimidazolin-1-yl)piperidin-1-yl)-1,2,4-triazin-6-carbonitrile